FC1(C(C(F)(F)F)(F)O1)F 1,1,2,3,3,3-hexafluoropropen oxid